2-(3-((2-((1-(1-cyclopropylpiperidin-4-yl)-1H-pyrazol-4-yl)amino)-5-methylthieno[2,3-d]pyrimidin-4-yl)amino)-5-fluorophenyl)propan-2-ol C1(CC1)N1CCC(CC1)N1N=CC(=C1)NC=1N=C(C2=C(N1)SC=C2C)NC=2C=C(C=C(C2)F)C(C)(C)O